(E)-N-(4-(N-(2,6-dichlorobenzyl)sulfamoyl)phenyl)-2-(pyridin-4-yl)acrylamide ClC1=C(CNS(=O)(=O)C2=CC=C(C=C2)NC(C(=C)C2=CC=NC=C2)=O)C(=CC=C1)Cl